2,2-difluoroglutaric acid FC(C(=O)O)(CCC(=O)O)F